1-Ethyl-8-((tetrahydro-2H-pyran-4-yl)methyl)-1,3,8-triazaspiro[4.5]decane-2,4-dione C(C)N1C(NC(C12CCN(CC2)CC2CCOCC2)=O)=O